(E)-3-(2-((4-(2-(4-chloro-2-fluorophenyl)-2-methylbenzo[d][1,3]dioxol-4-yl)piperidin-1-yl)methyl)-1-(2-ethoxyethyl)-1H-imidazol-5-yl)acrylic acid ClC1=CC(=C(C=C1)C1(OC2=C(O1)C=CC=C2C2CCN(CC2)CC=2N(C(=CN2)/C=C/C(=O)O)CCOCC)C)F